FC(C(C(=O)N1CCOC2=C(C1)C=CC(=C2)C#N)(C)C)F 4-(3,3-difluoro-2,2-dimethyl-propanoyl)-3,5-dihydro-2H-1,4-benzoxazepine-8-carbonitrile